BrC=1C(=C(C(=O)O)C(=C(C1)Cl)O)Cl 3-bromo-2,5-dichloro-6-hydroxybenzoic acid